NC1=NC2=CC=C(C=C2C(=N1)N)C1=CC(=NN1C)NC(=O)NC1=CC(=C(C=C1)CN1CCN(CC1)C)C(F)(F)F 1-(5-(2,4-diaminoquinazolin-6-yl)-1-methyl-1H-pyrazol-3-yl)-3-(4-((4-methylpiperazin-1-yl)methyl)-3-(trifluoromethyl)phenyl)urea